BrC1=CC(=C(COC2=CC=CC(=N2)C2CCN(CC2)C(=O)[O-])C=C1)OC1CC1 4-(6-((4-bromo-2-cyclopropoxybenzyl)oxy)pyridin-2-yl)piperidine-1-carboxylate